C(CO)(=O)[C@H]1N(CCC1)C(=O)[C@@H]1CCCC=2N1C(N(N2)CC2=CC=C(C=C2)C)=O (5S)-5-{[(2S)-2-Glycoloylpyrrolidin-1-yl]carbonyl}-2-(4-methylbenzyl)-5,6,7,8-tetrahydro[1,2,4]triazolo[4,3-a]pyridin-3(2H)-one